C12(CC3CC(CC(C1)C3)C2)CNCC2=C(C(=O)NO)C=CC=C2C ((((adamantan-1-yl)methyl)amino)methyl)-3-methyl-N-hydroxybenzamide